BrC=1C(=NN(C1)C1(CN(C1)C1=C(C=C(C(=C1)F)C(=O)N[C@H](C(F)(F)F)C)F)CC#N)C(=O)OCC ethyl 4-bromo-1-{3-(cyanomethyl)-1-[2,5-difluoro-4-({[(1S)-2,2,2-trifluoro-1-methylethyl]amino}carbonyl)phenyl]azetidin-3-yl}-1H-pyrazole-3-carboxylate